ClC1=NC=CC2=C(C=CC=C12)Cl 1,5-dichloroisoquinoline